6-chloro-1-(2,6-diethylphenyl)-7-((3R)-3-hydroxy-1-pyrrolidinyl)-4-((2S)-2-methyl-4-(2-propenoyl)-1-piperazinyl)pyrido[2,3-d]pyrimidin-2(1H)-one ClC1=CC2=C(N(C(N=C2N2[C@H](CN(CC2)C(C=C)=O)C)=O)C2=C(C=CC=C2CC)CC)N=C1N1C[C@@H](CC1)O